N1=C(N=CC=C1)C=1C(=NC=CN1)C(C)=O 1-(3-pyrimidin-2-ylpyrazin-2-yl)ethanone